tetrahydropyrazolo[1,5-a]pyrazin-5-ium N1CCC2N1C=C[NH+]=C2